BrC=1C=NC=C(C1CC#N)Br 3,5-dibromo-4-(cyanomethyl)pyridine